5-(4'-phenyl-1,1'-biphenyl-4-yl)-8-(dibenzofuran-2-yl)-5H,8H-indolo[2,3-c]carbazole C1(=CC=CC=C1)C1=CC=C(C=C1)C1=CC=C(C=C1)N1C2=CC=CC=C2C2=C1C=CC=1N(C=3C=CC=CC3C21)C2=CC1=C(OC3=C1C=CC=C3)C=C2